N-methyl-N-octadecyl-4-(octadecyloxy)anilinium tetrakis(pentafluorophenyl)borate FC1=C(C(=C(C(=C1[B-](C1=C(C(=C(C(=C1F)F)F)F)F)(C1=C(C(=C(C(=C1F)F)F)F)F)C1=C(C(=C(C(=C1F)F)F)F)F)F)F)F)F.C[NH+](C1=CC=C(C=C1)OCCCCCCCCCCCCCCCCCC)CCCCCCCCCCCCCCCCCC